ClC1=C(C=C(C=C1)Cl)OC(C(C(F)(F)F)F)(F)F 2,5-dichloro-1-(1,1,2,3,3,3-hexafluoropropoxy)benzene